2-chloro-5-methoxy-6-oxo-N-(2-oxocyclopentyl)-1H-pyrimidine-4-carboxamide ClC=1NC(C(=C(N1)C(=O)NC1C(CCC1)=O)OC)=O